(±)-5-(2,6-Dichlorobenzyl)-N-(5,6-dihydro-4H-benzo[f]imidazo[1,2-a]azepin-4-yl)-1H-1,2,4-triazole-3-carboxamide ClC1=C(CC2=NC(=NN2)C(=O)N[C@H]2C=3N(C4=C(CC2)C=CC=C4)C=CN3)C(=CC=C1)Cl |r|